5',6'-dihydrospiro[pyrrolidine-3,4'-pyrrolo[1,2-b]pyrazole]-1-carboxamide N=1N2C(=CC1)C1(CC2)CN(CC1)C(=O)N